6-(4-Fluorophenyl)-8-methoxy-N-[(1-methylbenzimidazol-5-yl)methyl]quinazolin-4-amine FC1=CC=C(C=C1)C=1C=C2C(=NC=NC2=C(C1)OC)NCC1=CC2=C(N(C=N2)C)C=C1